(R)-2-(3-fluoro-5-isopropyl-2-methoxyphenyl)-2-((S)-3-((5-(5,6,7,8-tetrahydro-1,8-naphthyridin-2-yl)pentyl)oxy)pyrrolidin-1-yl)acetic acid FC=1C(=C(C=C(C1)C(C)C)[C@H](C(=O)O)N1C[C@H](CC1)OCCCCCC1=NC=2NCCCC2C=C1)OC